C(C)(C)N1C=CC=2C1=NC=C(C2)C=2SC=C(N2)C2=C(C=CC=C2)OC 2-(1-isopropyl-1H-pyrrolo[2,3-b]pyridin-5-yl)-4-(2-methoxyphenyl)thiazole